(S)-2,2-difluoro-N,N-dimethyl-2-(5-(5-methyl-3,4,5,6-tetrahydropyridin-2-yl)benzo[d]thiazol-2-yl)ethanamine FC(CN(C)C)(C=1SC2=C(N1)C=C(C=C2)C2=NC[C@H](CC2)C)F